4-[[(methoxybenzoyl)amino]sulfonyl]benzoyl chloride COC1=C(C(=O)NS(=O)(=O)C2=CC=C(C(=O)Cl)C=C2)C=CC=C1